ethyl 1,1-dioxo-2,3-dihydro-1,2-benzothiazole-5-carboxylate O=S1(NCC2=C1C=CC(=C2)C(=O)OCC)=O